O=C1SC(C(N1)=O)CC1=CC=C(C=C1)CC1=CC=C(C=C1)CC1C(NC(S1)=O)=O bis{4-[(2,4-dioxo-5-thiazolidinyl)-methyl]phenyl}methane